BrC=1C=NC2=CC=C(C=C2C1NC1=C(C(=O)OC)C=C(C=C1)OC)Cl methyl 2-[(3-bromo-6-chloro-4-quinolyl)amino]-5-methoxy-benzoate